ferrocyanide manganese nickel sodium [Na+].[Ni+2].[Mn+2].[Fe-4](C#N)(C#N)(C#N)(C#N)(C#N)C#N